(S)-2-((1-(3-(3-isopropylphenyl)-1-methyl-1,2,4-triazol-5-yl)ethyl)carbamoyl)-4-methoxypyridin-3-yl ethyl carbonate C(OC=1C(=NC=CC1OC)C(N[C@@H](C)C1=NC(=NN1C)C1=CC(=CC=C1)C(C)C)=O)(OCC)=O